4-(4-(((2-(2,6-dioxopiperidin-3-yl)-4-fluoro-1,3-dioxoisoindolin-5-yl)methyl)(methyl)amino)piperidin-1-yl)-N-(4-methyl-3-((4-(pyridin-3-yl)pyrimidin-2-yl)amino)phenyl)benzamide O=C1NC(CCC1N1C(C2=CC=C(C(=C2C1=O)F)CN(C1CCN(CC1)C1=CC=C(C(=O)NC2=CC(=C(C=C2)C)NC2=NC=CC(=N2)C=2C=NC=CC2)C=C1)C)=O)=O